1-[[2-(difluoromethoxy)pyridin-4-yl]methyl]-3-[(8R)-5-oxaspiro[3.5]nonan-8-yl]urea FC(OC1=NC=CC(=C1)CNC(=O)N[C@@H]1CCOC2(CCC2)C1)F